tert.butylmagnesium chloride C(C)(C)(C)[Mg]Cl